4-chloro-5-nitro-1-(phenylsulfonyl)-1H-pyrrolo[2,3-b]pyridine ClC1=C2C(=NC=C1[N+](=O)[O-])N(C=C2)S(=O)(=O)C2=CC=CC=C2